(S)-N-(7-fluoro-2-methylimidazo[1,2-a]pyridin-6-yl)-4-(4-(2-methoxyethyl)-3-methylpiperazin-1-yl)-2,3-dihydro-1H-pyrrolo[2,3-b]pyridine-1-carboxamide 2,2,2-trifluoroacetate FC(C(=O)O)(F)F.FC1=CC=2N(C=C1NC(=O)N1CCC=3C1=NC=CC3N3C[C@@H](N(CC3)CCOC)C)C=C(N2)C